1-(5-chloro-1,2,3,4-tetrahydronaphthalen-2-yl)-4-[(4-methanesulfonylphenoxy)methyl]-2-methylpyrrolidine ClC1=C2CCC(CC2=CC=C1)N1C(CC(C1)COC1=CC=C(C=C1)S(=O)(=O)C)C